C1(=CC=CC=C1)CSC1=NC(=NC(=C1)C1=CC=C(C=C1)F)Cl 4-(Phenylmethylthio)-2-chloro-6-(4-fluorophenyl)pyrimidine